CN1CCCOC2=NC=CC=3N=CN=C1C23 11-methyl-8,9,10,11-tetrahydro-7-oxa-1,3,6,11-tetraazacycloocta[de]naphthalene